COC1=C(C=CC=C1C1=NC=CC=N1)NC1=C(N=NC(=C1)NC=1N=NC(=CC1)OC)C(=O)NC([2H])([2H])[2H] 4-((2-methoxy-3-(pyrimidin-2-yl)phenyl)amino)-6-((6-methoxypyridazin-3-yl)amino)-N-(methyl-d3)pyridazine-3-carboxamide